S1CC2=NC=NC3=CC=NC1=C23 1-thia-3,5,8-triazaacenaphthylene